3,5-bis(4-tert-butylphenyl)benzaldehyde C(C)(C)(C)C1=CC=C(C=C1)C=1C=C(C=O)C=C(C1)C1=CC=C(C=C1)C(C)(C)C